COC(\C=C\C1=CC=C(C=C1)CNC1CCN(CC1)C1=NC=C(C(=N1)C1=CC(=C(C=C1)C#N)F)Cl)=O (E)-3-(4-(((1-(5-chloro-4-(4-cyano-3-fluorophenyl)pyrimidin-2-yl)piperidin-4-yl)amino)methyl)phenyl)acrylic acid methyl ester